(3E)-3-tridecene-5,7,9,11-tetrayne CC\C=C\C#CC#CC#CC#CC